FC(C1=CC=C(C=C1)CC(C)=O)(F)F 1-(4-(trifluoromethyl)phenyl)propan-2-one